2-[(2R)-2-methylmorpholin-4-yl]ethanone C[C@@H]1CN(CCO1)CC=O